[C+4].[CH+]1C=CC=CC=C1 (Tropylium) carbon